3-benzyl-1-(trans-4-((5-cyanopyridin-2-yl)amino)cyclohexyl)-1-(4-(2-oxo-1,2-dihydropyridin-3-yl)phenyl)urea C(C1=CC=CC=C1)NC(N(C1=CC=C(C=C1)C=1C(NC=CC1)=O)[C@@H]1CC[C@H](CC1)NC1=NC=C(C=C1)C#N)=O